2-(1H-imidazol-1-yl)-6-methyl-N-(3-(4'-(trifluoromethoxy)-[1,1'-biphenyl]-4-yl)propyl)thieno[2,3-d]pyrimidin-4-amine N1(C=NC=C1)C=1N=C(C2=C(N1)SC(=C2)C)NCCCC2=CC=C(C=C2)C2=CC=C(C=C2)OC(F)(F)F